10-ethylphenothiazine-2,7-diamine C(C)N1C2=CC=C(C=C2SC=2C=CC(=CC12)N)N